N1=C(N=CC=C1)C(=S)C1=NC=CC=N1 pyrimidyl thioketone